tert-butyl (2-(2-cyano-7-fluoro-1H-indol-1-yl)ethyl)carbamate C(#N)C=1N(C2=C(C=CC=C2C1)F)CCNC(OC(C)(C)C)=O